N1(N=CC=C1)Cl 1H-pyrazole-1-yl chloride